FC1=CC=C(C=N1)C1=CC=C(C=C1)CCCNC=1C2=C(N=C(N1)C1=COC=C1)SC(=C2)C N-(3-[4-(6-fluoropyridin-3-yl)phenyl]propyl)-2-(furan-3-yl)-6-methylthieno[2,3-d]pyrimidin-4-amine